dihydro-3H-1,2,4-triazol N1NCN=C1